ethyl 2-(5-bromo-3,4-difluoro-2-methoxyphenyl)acetate BrC=1C(=C(C(=C(C1)CC(=O)OCC)OC)F)F